Thioxanthone C1=CC=CC=2SC3=CC=CC=C3C(C12)=O